octylhexyl ether C(CCCCCCC)OCCCCCC